FC1=CC(=C(N(CC2COC2)[C@@H]2CC[C@H](CC2)N(C2=CC(N(C=3C=CC(=NC23)C#N)C)=O)C)C=C1)O trans-8-[[4-[4-Fluoro-2-hydroxy-N-(oxetan-3-ylmethyl)anilino]cyclohexyl]-methyl-amino]-5-methyl-6-oxo-1,5-naphthyridine-2-carbonitrile